C[C@H](CCC[C@@H](C)C(=O)O)[C@H]1CC[C@@H]2[C@@]1(CC[C@H]3[C@H]2CC=C4[C@@]3(CC[C@@H](C4)O)C)C hydroxycholestenoic acid